CC1(CC(=NO1)C1[C@H]2CN(C[C@@H]12)C(=O)C=1N=CN(C1)[C@@H](C)CC(C)C)C [(1R,5S,6S)-6-(5,5-dimethyl-4,5-dihydro-1,2-oxazol-3-yl)-3-azabicyclo[3.1.0]hex-3-yl]-{1-[(2S)-4-methylpentan-2-yl]-1H-imidazol-4-yl}methanone